4-((2-(3,3-dimethoxycyclobutyl)-1,3-oxazol-4-yl)methyl)pyridine COC1(CC(C1)C=1OC=C(N1)CC1=CC=NC=C1)OC